O[C@@H](C1CC2CCC(C1)N2CCC#N)C2=C1C=CC=NC1=CC(=N2)NC2=NNC(=C2)C 3-((3-exo)-3-((S)-hydroxy(7-((5-methyl-1H-pyrazol-3-yl)amino)-1,6-naphthyridin-5-yl)methyl)-8-azabicyclo[3.2.1]oct-8-yl)propionitrile